C(=C)[B-](F)(F)F ethenyl(trifluoro)boranuide